[C@@H]1([C@H](O)[C@@H](O)[C@H](O)[C@H](O1)CO)OC1=NN(C(=C1CC1=CC=C(C=C1)OC)C)C (β-D-glucopyranosyloxy)-4-[(4-methoxyphenyl)methyl]-1,5-dimethylpyrazole